2-((S)-1-Acryloyl-4-((R)-7-(7-fluoro-3,4-dihydroquinolin-1(2H)-yl)-2-(3-((2-methoxyethyl)(methyl)amino)azetidin-1-yl)-5,6,7,8-tetrahydroquinazolin-4-yl)piperazin-2-yl)acetonitrile C(C=C)(=O)N1[C@H](CN(CC1)C1=NC(=NC=2C[C@@H](CCC12)N1CCCC2=CC=C(C=C12)F)N1CC(C1)N(C)CCOC)CC#N